C(C)(C)(C)NS(=O)(=O)C1=CC(=CC=C1)[N+](=O)[O-] N-tert-butyl-3-nitrobenzenesulfonamide